C1=CC2=C(C=C1O)C(=CN2)C[C@@H](C(=O)[O-])[NH3+] The molecule is an amino acid zwitterion arising from transfer of a proton from the carboxy to the amino group of 5-hydroxy-L-tryptophan; major species at pH 7.3. It is a tautomer of a 5-hydroxy-L-tryptophan.